COC(C1=CC=C(C=C1)[C@H](C)NC=1N=CC2=C(N1)N(C(C=C2)=O)C(C)C)=O Methyl-4-[(1S)-1-{[7-oxo-8-(propan-2-yl)-pyrido[2,3-d]pyrimidin-2-yl]amino}ethyl]benzoat